isophthaloyl-dimethanol C(C1=CC(C(=O)CO)=CC=C1)(=O)CO